ClC1=C(C=C(OCC(=O)NC23CC(C2)(C3)NC(=O)C=3OC2=C(C(C3)=O)C=C(C=C2F)F)C=C1)F N-{3-[2-(4-chloro-3-fluorophenoxy)acetamido]bicyclo[1.1.1]pentan-1-yl}-6,8-difluoro-4-oxo-4H-1-benzopyran-2-carboxamide